3-(Tetrahydrofuran-3-yl)-2,3,4,5-tetrahydro-1H-benzo[d]azepin-7-amine O1CC(CC1)N1CCC2=C(CC1)C=C(C=C2)N